8-Bromo-5-chloro-3-ethyl-N-(tetrahydropyran-4-yl)pyrido[3,4-b]pyrazin-2-amine BrC1=CN=C(C2=NC(=C(N=C21)NC2CCOCC2)CC)Cl